Racemic-tert-butyl ((4-((2-methoxyquinolin-3-yl)methyl)benzyl)(methyl)(oxo)-sulfaneylidene)carbamate COC1=NC2=CC=CC=C2C=C1CC1=CC=C(C[S@](=O)(C)=NC(OC(C)(C)C)=O)C=C1 |r|